Cl.ClC1=CC(=C(COC=2C(=NC=CN2)C2CCN(CC2)CC=2N(C=3C(=NC=C(C3)C(=O)O)N2)C)C=C1)F 2-[(4-{3-[(4-chloro-2-fluorobenzyl)oxy]pyrazin-2-yl}piperidin-1-yl)methyl]-1-methyl-1H-imidazo[4,5-b]pyridine-6-carboxylic acid, hydrochloride salt